Cl.N1CC(CC1)S(=O)(=O)N1CCN(CC1)C1=NC=CC(=C1)C(F)(F)F 1-(pyrrolidin-3-ylsulfonyl)-4-(4-(trifluoromethyl)pyridin-2-yl)piperazine hydrochloride